C1(=CC=CC=2C3=CC=CC=C3NC12)C1=CC(=CC2=C1OC1=C2C=CC=C1)N(C1=CC=CC=C1)C1=CC(=CC(=C1)C(C)(C)C)C(C)(C)C 4-(9H-carbazol-1-yl)-N-(3,5-di-tert-butylphenyl)-N-phenyldibenzo[b,d]furan-2-amine